5-fluoro-4-[(4-methoxyphenyl)methyl]-2-(methylamino)-3-oxoquinoxaline-6-carbaldehyde FC1=C2N(C(C(=NC2=CC=C1C=O)NC)=O)CC1=CC=C(C=C1)OC